N[C@H]1CN(CC1)CCCC(=O)OCC ethyl 4-[(3R)-3-aminopyrrolidin-1-yl]butanoate